heptaethyleneglycol C(COCCOCCOCCOCCOCCOCCO)O